O1C(CCCC1)=O tetrahydro-(2H)-pyranon